5-(4-(3-(7-fluoro-1-oxo-1,2-dihydroisoquinolin-3-yl)pyrrolidin-1-yl)piperidin-1-yl)-N-methylpyridineamide FC1=CC=C2C=C(NC(C2=C1)=O)C1CN(CC1)C1CCN(CC1)C=1C=CC(=NC1)C(=O)NC